Trimethoxy(propyl)silane ammonium methacrylate salt C(C(=C)C)(=O)[O-].[NH4+].CO[Si](CCC)(OC)OC